tert-butyl 3-(2-ethoxy-2-oxo-1-phenyl-ethyl)pyrrolidine-1-carboxylate C(C)OC(C(C1=CC=CC=C1)C1CN(CC1)C(=O)OC(C)(C)C)=O